C12(CC3CC(CC(C1)C3)C2)P(C23CC1CC(CC(C2)C1)C3)C[P@](C)C(C)(C)C (R)-di-1-adamantylphosphino(t-butylmethylphosphino)methane